O=C1NC(CCC1N1C(C2=CC=C(C=C2C1)C#CCCCCCCN1CCC(CC1)C1=CC=C(C(=O)N2CCC(CC2)CCCCNC(\C=C\C=2C=NC=CC2)=O)C=C1)=O)=O (E)-N-(4-(1-(4-(1-(8-(2-(2,6-dioxopiperidin-3-yl)-1-oxoisoindolin-5-yl)oct-7-yn-1-yl)piperidin-4-yl)benzoyl)piperidin-4-yl)butyl)-3-(pyridin-3-yl)acrylamide